5-(5-cyano-2-methoxyphenyl)-N-((3r,5s)-5-(methoxymethyl)pyrrolidin-3-yl)-1,3,4-oxadiazole-2-carboxamide TFA salt OC(=O)C(F)(F)F.C(#N)C=1C=CC(=C(C1)C1=NN=C(O1)C(=O)N[C@H]1CN[C@@H](C1)COC)OC